FC1=C2C3=C(NC2=C(C=C1F)NC)N=CC(=C3N3CC1C(C3)C(CO1)O)C=1C=C3C(C(=CN(C3=NC1)C)C(=O)O)=O 6-[5,6-difluoro-4-(cis-3-hydroxy-2,3,3a,4,6,6a-hexahydrofuro[2,3-c]pyrrol-5-yl)-8-(methylamino)-9H-pyrido[2,3-b]indol-3-yl]-1-methyl-4-oxo-1,8-naphthyridine-3-carboxylic acid